ClC1=CC2=C(N(C=N2)CCC[C@H]2NCCC[C@@H]2O)C(=C1)C1=C(SC(=C1)C)C (2R,3S)-2-(3-(5-chloro-7-(2,5-dimethylthiophen-3-yl)-1H-benzo[d]imidazol-1-yl)propyl)piperidin-3-ol